(R)-(7-((4-(ethylamino)-3-(trifluoromethyl)-1H-pyrrolo[2,3-b]pyridin-6-yl)amino)-2,3-dihydrobenzofuran-4-yl)(2-methylmorpholino)methanone C(C)NC1=C2C(=NC(=C1)NC1=CC=C(C=3CCOC31)C(=O)N3C[C@H](OCC3)C)NC=C2C(F)(F)F